N-methyl-N-[(3R,4R)-4-methylpiperidin-3-yl]-7H-pyrrolo[2,3-d]pyrimidine-4-amine CN(C=1C2=C(N=CN1)NC=C2)[C@H]2CNCC[C@H]2C